tert-butyl 2-(chlorosulfonyl)-8-morpholino-7,8-dihydro-1,6-naphthyridine-6(5H)-carboxylate ClS(=O)(=O)C1=NC=2C(CN(CC2C=C1)C(=O)OC(C)(C)C)N1CCOCC1